5-bromo-6-chloropicolinate BrC=1C=CC(=NC1Cl)C(=O)[O-]